C(C)(C)(C)OC(=O)N1[C@@H](C[C@@H](CC1)N1N=NC(=C1C)C(=O)O)C1CC1 |r| 1-[(2SR,4RS)-1-tert-butoxycarbonyl-2-cyclopropyl-4-piperidyl]-5-methyl-triazole-4-carboxylic acid